C(C)(C)(CC)[O-] tert-pentanolate